C1=CC=CC=2C3=CC=CC=C3C(C12)COC(NCCC[C@@H]1[C@@H](OC(C2=CC=CC=C2)=O)[C@@H](O)[C@H](OC(C2=CC=CC=C2)=O)[C@H](O1)CO)=O (9H-fluoren-9-yl)methyl-(3-(2,4-di-O-benzoyl-α-D-mannopyranosyl)propyl)carbamate